(1R)-1-[(2R,5R)-5-(hydroxymethyl)oxolan-2-yl]tridecan-1-ol OC[C@H]1CC[C@@H](O1)[C@@H](CCCCCCCCCCCC)O